7-amino-4-[(1S)-1-[3-(trifluoromethyl)phenyl]ethyl]-2H-1,4-benzoxazin-3-one NC1=CC2=C(N(C(CO2)=O)[C@@H](C)C2=CC(=CC=C2)C(F)(F)F)C=C1